C(C1=CC=CC=C1)OC1=CC=C2C(=C(COC2=C1)C1=CC=CC=C1)C1=CC(=C(C=C1OC)N1CCC2(CC(C2)C(OC)OC)CC1)F 7-(4-(7-(benzyloxy)-3-phenyl-2H-chromen-4-yl)-2-fluoro-5-methoxyphenyl)-2-(dimethoxymethyl)-7-azaspiro[3.5]nonane